Ferric trifluoroacetate FC(C(=O)[O-])(F)F.[Fe+3].FC(C(=O)[O-])(F)F.FC(C(=O)[O-])(F)F